FC(C(C(C(C(C(C(O)(F)F)(F)F)(F)F)(F)F)(F)F)(F)F)CC Tridecafluorononan-1-ol